N,N-dimethylisonicotinamide CN(C(C1=CC=NC=C1)=O)C